C(CCCCCCCCCCCCCCC)N1C(CCCCC1)=O 1-hexadecylazepan-2-one